C(C)(C)(C)N(C(O)=O)[C@H]1CN(CC1)C1=C(C=CC2=C1N=C(S2)C)N.C2CCC1=CC(=CC=C21)NC(CC(OC)OC)=O N-(2,3-dihydro-1H-inden-5-yl)-3,3-dimethoxypropionamide tert-butyl-(R)-(1-(5-amino-2-methylbenzo[d]thiazol-4-yl)pyrrolidin-3-yl)carbamate